3,7-dimethoxyphenothiazine COC=1C=CC=2NC3=CC=C(C=C3SC2C1)OC